1-(5-((4-amino-6-chloro-1H-pyrazolo[3,4-d]pyrimidin-1-yl)methyl)-2-bromophenethyl)-5-(hydroxymethyl)pyridin-2(1H)-one NC1=C2C(=NC(=N1)Cl)N(N=C2)CC=2C=CC(=C(CCN1C(C=CC(=C1)CO)=O)C2)Br